N-[2-(1-benzylpiperidin-4-yl)ethyl]-2-(2-methoxypyridin-3-yl)-7-methylpyrazolo[1,5-a]pyrimidine-6-carboxamide C(C1=CC=CC=C1)N1CCC(CC1)CCNC(=O)C=1C=NC=2N(C1C)N=C(C2)C=2C(=NC=CC2)OC